1,7-diamino-octane NCCCCCCC(C)N